FC=1C=C(C=NC1C#N)OC1C(C(C1(C)C)NC(C)=O)(C)C N-(3-((5-fluoro-6-cyanopyridin-3-yl)oxy)-2,2,4,4-tetramethylcyclobutyl)acetamide